C([C@@H](O)CC(=O)O)(=O)O.NC1=C2C(=NC=N1)N(N=C2C2=C(C(=C(C=C2)OC)F)F)[C@@H](C)C2=NC1=CC=CC(=C1C(N2C2=CC=CC=C2)=O)Cl (S)-2-(1-(4-amino-3-(2,3-difluoro-4-methoxyphenyl)-1H-pyrazolo[3,4-D]pyrimidin-1-yl)ethyl)-5-chloro-3-phenylquinazolin-4(3H)-one-L-malate salt